C1(CC1)C1=CC(=C(C=C1)NCCCCCCN1C(C(C(C(C1)O)O)O)CO)[N+](=O)[O-] 1-{6-[(4-cyclopropyl-2-nitrophenyl)amino]hexyl}-2-(hydroxymethyl)piperidine-3,4,5-triol